(R)-1,4-bis((benzyloxy)carbonyl)piperazine-2-carboxylic acid C(C1=CC=CC=C1)OC(=O)N1[C@H](CN(CC1)C(=O)OCC1=CC=CC=C1)C(=O)O